N(=[N+]=[N-])C1=CC=C(C[C@H](N)C(=O)O)C=C1 p-azido-phenylalanine